CN1CCN(CC1)C1=CC=C(C=C1)SC=1C=CC(=C(C1)NC(OC(C)(C)C)=O)[N+](=O)[O-] tert-butyl (5-((4-(4-methylpiperazin-1-yl)phenyl)thio)-2-nitrophenyl)carbamate